CC(C)(CCC(C)(OOC(C)(C)CC)C)OOC(C)(C)CC 2,5-dimethyl-2,5-bis(tert-pentylperoxy)hexane